FC(C1=NN=C(O1)C1=CC(=C(CN2N=NC(=C2)C2=CC=C(C=C2)CN)C(=C1)F)F)F (4-(1-(4-(5-(difluoromethyl)-1,3,4-oxadiazol-2-yl)-2,6-difluorobenzyl)-1H-1,2,3-triazol-4-yl)phenyl)methylamine